tert-butyl (R)-4-(1-methyl-4-((1-(2-methyl-3-(trifluoromethyl)phenyl)ethyl)amino)phthalazin-6-yl)piperidine-1-carboxylate CC1=NN=C(C2=CC(=CC=C12)C1CCN(CC1)C(=O)OC(C)(C)C)N[C@H](C)C1=C(C(=CC=C1)C(F)(F)F)C